CN1C=C(C=C(C1=O)C)C1=CC(=C(C=C1)NC(=O)C1CCOCC1)NCCC(F)(F)F N-(4-(1,5-dimethyl-6-oxo-1,6-dihydropyridin-3-yl)-2-(3,3,3-trifluoroprop-1-ylamino)phenyl)tetrahydropyran-4-carboxamide